S(=O)(=O)(C1=CC=C(C)C=C1)ON O-tosylhydroxylamine